BrC1=CC(=C(C=C1)CS(=O)(=O)NC)I 1-(4-bromo-2-iodophenyl)-N-methylmethanesulfonamide